Methyl (1-hydroxy-1,3-dihydrobenzo[c][1,2]oxaborole-6-carbonyl)-L-alaninate OB1OCC2=C1C=C(C=C2)C(=O)N[C@@H](C)C(=O)OC